C(C)[NH+](CC)CC.C[N+](CC)(C)C N,N,N-trimethylethan-1-aminium triethylammonium salt